C(C)(=O)C1=CC(=CC=2C(N3C(=NC12)C1(CC3)CCC(CC1)(F)F)=O)Br 5'-acetyl-7'-bromo-4,4-difluoro-1',2'-dihydro-9'H-spiro[cyclohexane-1,3'-pyrrolo[2,1-b]quinazolin]-9'-one